N[C@H](C(=O)O)CC1=CC=C(C=C1)C(=O)SC(C)C (2S)-2-amino-3-{4-[(propane-2-ylsulfanyl)carbonyl]phenyl}propionic acid